N1=CC=C2N1C=CC=C2 pyrazolo(1,5-a)pyridine